O[C]C(=O)O hydroxycarboxycarbon